5-cyclopropyl-1,3,4-thiadiazole C1(CC1)C1=NN=CS1